mono-hydroxybenzene OC1=CC=CC=C1